O=C1NC(CCC1N1C(N(C2=C1C=CC=C2N2CCC(CC2)C2CCN(CC2)C(=O)OC(C)(C)C)C)=O)=O tert-butyl 1'-(1-(2,6-dioxopiperidin-3-yl)-3-methyl-2-oxo-2,3-dihydro-1H-benzo[d]imidazol-4-yl)-[4,4'-bipiperidine]-1-carboxylate